N-(1-((2R,3S,4S,5R)-4-fluoro-3-(trityloxy)-5-((trityloxy)methyl)tetrahydrofuran-2-yl)-2-oxo-1,2-dihydropyrimidin-4-yl)benzamide F[C@@H]1[C@H]([C@@H](O[C@@H]1COC(C1=CC=CC=C1)(C1=CC=CC=C1)C1=CC=CC=C1)N1C(N=C(C=C1)NC(C1=CC=CC=C1)=O)=O)OC(C1=CC=CC=C1)(C1=CC=CC=C1)C1=CC=CC=C1